N-(5-(3-fluoro-4-methoxybenzyl)pyridin-2-yl)-1-methyl-6-oxo-1,6-dihydropyridine-3-carboxamide FC=1C=C(CC=2C=CC(=NC2)NC(=O)C2=CN(C(C=C2)=O)C)C=CC1OC